(4-Hydroxyphenyl)methyl(1-naphthalenylmethyl)sulfonium OC1=CC=C(C=C1)[S+](CC1=CC=CC2=CC=CC=C12)C